C(C1=CC=CC=C1)OC=1C(=C(C(=CC1)F)B(O)O)Cl 3-BENZYLOXY-2-CHLORO-6-FLUOROPHENYLBORONIC ACID